3-{4-[(2-amino-4-pyrimidinyl)oxy]-3-isopropylphenyl}-1-[3-(trifluoromethoxy)phenyl]-2,4-imidazolidinedione NC1=NC=CC(=N1)OC1=C(C=C(C=C1)N1C(N(CC1=O)C1=CC(=CC=C1)OC(F)(F)F)=O)C(C)C